FC1(CC(CC1)CN1N=CC(=C1C(=O)NC1=CC(=CC=C1)S(N)(=O)=O)C(F)(F)F)F 2-[(3,3-difluorocyclopentyl)methyl]-N-(3-sulfamoylphenyl)-4-(trifluoromethyl)pyrazole-3-carboxamide